((1s,3s)-3-Hydroxy-3-methylcyclobutyl)(7-methoxy-7-(o-tolyl)-2-azaspiro[3.5]nonan-2-yl)methanon OC1(CC(C1)C(=O)N1CC2(C1)CCC(CC2)(C2=C(C=CC=C2)C)OC)C